((1S,4S,5S)-4-(2,6-dimethoxy-4-(2-methyl-3-(1-methyl-1H-pyrazol-3-yl)octan-2-yl)phenyl)-6,6-dimethylbicyclo[3.1.1]hept-2-en-2-yl)methanol COC1=C(C(=CC(=C1)C(C)(C(CCCCC)C1=NN(C=C1)C)C)OC)[C@H]1C=C([C@@H]2C([C@H]1C2)(C)C)CO